OCC1=C(C=CC=C1)C1=C2C=CN(C(C2=CN=C1)=O)CC=1N=C2N(C=C(C=C2)C)C1 5-(2-(hydroxymethyl)phenyl)-2-((6-methylimidazo[1,2-a]pyridin-2-yl)methyl)-2,7-naphthyridin-1(2H)-one